O=C1N(C2=CC(=CC=C2C12CC2)[C@@H]2[C@H](C2)C=2C=1N(N=C(C2)C=2C(NC(NC2)=O)=O)C=CN1)CCC(F)(F)F 5-(8-((1S,2S)-2-(2'-oxo-1'-(3,3,3-trifluoropropyl)spiro[cyclopropane-1,3'-indolin]-6'-yl)cyclopropyl)imidazo[1,2-b]pyridazin-6-yl)pyrimidine-2,4(1H,3H)-dione